5-(chloromethyl-d)-2-(methoxy-d)pyridine ClC(C=1C=CC(=NC1)OC[2H])[2H]